C(C1=CC=CC=C1)OCC=1NC(=NN1)C(=O)OCC ethyl 5-((benzyloxy)methyl)-4H-1,2,4-triazole-3-carboxylate